C(C)OC(=O)C1=CC=C(C=C1)C1=CC=C(C=C1)C(=O)OCC 4,4'-Biphenyl-dicarboxylic acid diethyl ester